2,2',2''-((2R,5R,8R,11R)-2,5,8,11-tetrakis(mercaptomethyl)-1,4,7,10-tetraazacyclododecane-1,4,7-triyl)triacetic acid SC[C@@H]1N(C[C@@H](NC[C@@H](N(C[C@@H](N(C1)CC(=O)O)CS)CC(=O)O)CS)CS)CC(=O)O